C[Si](OC(C)C)(OC(C)C)CCC methylpropyl-di(isopropoxy)silane